COC1=CC=CC(=C1C1=C(C=CC=C1OC)P(C1=CC=CC=C1)C1=CC=CC=C1)P(C1=CC=CC=C1)C1=CC=CC=C1 (6,6'-Dimethoxybiphenyl-2,2'-diyl)-bis-(diphenylphosphin)